FC1COC2=C(O1)C=CC=C2N2CCN(CC2)F 2-Fluoro-5-(4-fluoropiperazin-1-yl)-2,3-dihydro-1,4-benzodioxine